O=C1NC(CCC1C1C(C2=CC=C(C=C2C1)C1CCN(CC1)C1CCN(CC1)C(=O)[O-])=O)=O 4-(2-(2,6-dioxopiperidin-3-yl)-1-oxo-2,3-dihydro-1H-inden-5-yl)-[1,4'-bipiperidine]-1'-carboxylate